7-chloro-3-methyl-1,2,3,4-tetrahydro-1,8-naphthyridine ClC1=CC=C2CC(CNC2=N1)C